(S)-(4-(4-chloropyrazolo[1,5-a]pyridin-2-yl)-6,7-dihydro-1H-imidazo[4,5-c]pyridin-5(4H)-yl)(5-(6-methylpyridin-2-yl)-1,3,4-oxadiazol-2-yl)methanone ClC=1C=2N(C=CC1)N=C(C2)[C@H]2N(CCC1=C2N=CN1)C(=O)C=1OC(=NN1)C1=NC(=CC=C1)C